C1(CC1)C=1C=C(C(=O)N=C2NCCN2)C=CC1NC1=CC(=CC=C1)NC(C(C)C)=O 3-cyclopropyl-N-[(2E)-imidazolidin-2-ylidene]-4-{[3-(2-methylpropanamido)phenyl]amino}benzamide